COC=1C=C2CCN(CC2=CC1NC1=NC2=CC(=CC=C2C=N1)N[C@@H]1C(N(CC1)C)=O)C |r| (S and R)-3-({2-[(6-methoxy-2-methyl-1,2,3,4-tetrahydroisoquinolin-7-yl)amino]quinazolin-7-yl}amino)-1-methylpyrrolidin-2-one